(5-(5-((3-chloro-4-fluorophenyl)carbamoyl)-1-methyl-1H-imidazol-4-yl)hexahydropentalen-2(1H)-ylidene)acetate ClC=1C=C(C=CC1F)NC(=O)C1=C(N=CN1C)C1CC2CC(CC2C1)=CC(=O)[O-]